N-(2-propynyl)amphetamine hydrochloride Cl.C(C#C)NC(C)CC1=CC=CC=C1